NC1=CC=2C3(C4=CC(=CC=C4C2C=C1)C(=O)O)C1=CC=CC=C1C=1C=CC=CC13 2-amino-7-carboxy-9,9'-spirobifluorene